4-(2-{[(4aS,7aR)-1-methyl-octahydro-1H-cyclopenta[b]pyridin-4a-yl]methoxy}-4-{3,8-diazabicyclo[3.2.1]octan-3-yl}-8-fluoroquinazolin-7-yl)-5-fluoronaphthalen-2-ol CN1[C@H]2[C@@](CCC1)(CCC2)COC2=NC1=C(C(=CC=C1C(=N2)N2CC1CCC(C2)N1)C1=CC(=CC2=CC=CC(=C12)F)O)F